2-[6-amino-5-[8-[2-[3-[4-(4-pyridyl)-1,4-diazepan-1-yl]prop-1-ynyl]-4-pyridyl]-3,8-diazabicyclo[3.2.1]oct-3-yl]pyridazin-3-yl]phenol NC1=C(C=C(N=N1)C1=C(C=CC=C1)O)N1CC2CCC(C1)N2C2=CC(=NC=C2)C#CCN2CCN(CCC2)C2=CC=NC=C2